tert-butyl 7-(5-oxopentyl)-3,4-dihydro-1,8-naphthyridine-1(2H)-carboxylate tert-butyl-7-(5-oxopentyl)-3,4-dihydro-1,8-naphthyridine-1(2H)-carboxylate C(C)(C)(C)OC(=O)N1CCCC2=CC=C(N=C12)CCCCC=O.O=CCCCCC1=CC=C2CCCN(C2=N1)C(=O)OC(C)(C)C